tert-Butyl 3-chloro-4-(trifluoromethoxy)benzyl(2-cyanoethyl)carbamate ClC=1C=C(CN(C(OC(C)(C)C)=O)CCC#N)C=CC1OC(F)(F)F